CC1=CC(=CNC1=O)C(=O)N 5-Methyl-6-oxopyridin-3-carboxamide